CC(CC1=CN=C(S1)C1=NC(=NC=C1C(F)(F)F)NC1CCN(CC1)S(=O)(=O)C=1C=NN(C1)C)(C)O 2-methyl-1-(2-(2-((1-((1-methyl-1H-pyrazol-4-yl)sulfonyl)piperidin-4-yl)amino)-5-(trifluoromethyl)pyrimidin-4-yl)thiazol-5-yl)propan-2-ol